CC1(OC2=C(C1)C=C(C(=C2)N2CCN(CC2)CC(NC=2SC=CN2)=O)NC(=O)C=2C=NN1C2N=CC=C1)C N-(2,2-dimethyl-6-(4-(2-oxo-2-(thiazol-2-ylamino)ethyl)piperazin-1-yl)-2,3-dihydrobenzofuran-5-yl)pyrazolo[1,5-a]pyrimidine-3-carboxamide